5-methyl-2-(4,4,5,5-tetramethyl-1,3,2-dioxaborolan-2-yl)benzonitrile CC=1C=CC(=C(C#N)C1)B1OC(C(O1)(C)C)(C)C